(2S,6S)-4-(4-(2-(2-Aminopyridin-3-yl)-5-phenyl-3H-imidazo[4,5-b]pyridin-3-yl)benzyl)-2,6-dimethylpiperazine-1-carbonitrile NC1=NC=CC=C1C1=NC=2C(=NC(=CC2)C2=CC=CC=C2)N1C1=CC=C(CN2C[C@@H](N([C@H](C2)C)C#N)C)C=C1